ClC1=CC=C(C(=N1)C=1C=NN(C1)C)NC(C)C=1C=2C3=C(N(C(C2C=C(C1)C#N)=O)C)N(N=C3)C3CCN(CC3)C 9-[1-[[6-chloro-2-(1-methylpyrazol-4-yl)-3-pyridyl]amino]ethyl]-4-methyl-3-(1-methyl-4-piperidyl)-5-oxo-pyrazolo[3,4-c]isoquinoline-7-carbonitrile